Methyl 4-(((1S,4R)-4-(2-((2S,3S)-1-methyl-5-oxo-2-(pyridin-3-yl)pyrrolidine-3-carboxamido)ethoxy)cyclohexyl)oxy)butanoate CN1[C@@H]([C@H](CC1=O)C(=O)NCCOC1CCC(CC1)OCCCC(=O)OC)C=1C=NC=CC1